C(C)(=O)OC(C=C)(CCC=C(CC)C)C 3,7-dimethyl-1,6-nonadien-3-ol 3-acetate